fluorobenzyl-benzen FC1=C(C=CC=C1)CC1=CC=CC=C1